C=1(C(=CC=CC1)[O-])[O-] 1,2-benzenediolate